O1CCCOC2=C1C=CC(=C2)SC=2N=NC=CC2C#N 3-(3,4-dihydro-2H-1,5-benzodioxepin-7-ylsulfanyl)pyridazine-4-carbonitrile